ClC=1C=C2C=NC(=NC2=CC1N1CC2(C1)CC(C2)(O)C)NC=2C=NN(C2)C2CC2 2-{6-chloro-2-[(1-cyclopropyl-1H-pyrazol-4-yl)amino]quinazolin-7-yl}-6-methyl-2-azaspiro[3.3]heptan-6-ol